6-amino-4-hydroxynaphthalene NC=1C=C2C(=CC=CC2=CC1)O